C(C)C1=CC=2C=NC(=CC2N1)NC1CCOCC1 2-ethyl-N-(tetrahydro-2H-pyran-4-yl)-1H-pyrrolo[3,2-c]pyridin-6-amine